(3S,4S)-tert-Butyl 3,4-bis(((1S,2R)-2-phenylcyclopropyl)carbamoyl)-pyrrolidine-1-carboxylate C1(=CC=CC=C1)[C@@H]1[C@H](C1)NC(=O)[C@@H]1CN(C[C@H]1C(N[C@@H]1[C@H](C1)C1=CC=CC=C1)=O)C(=O)OC(C)(C)C